(4-(cyclopropylmethyl)-1H-1,2,3-triazol-1-yl)Lithium hydroxide [OH-].C1(CC1)CC=1N=NN(C1)[Li]